bis[4-hydroxy-3-(2-propenyl) phenyl] sulfone OC1=C(C=C(C=C1)S(=O)(=O)C1=CC(=C(C=C1)O)CC=C)CC=C